2-(4-(ethylsulfonyl)phenyl)-N-(4-(6-methyl-1-(4-(trifluoromethyl)benzyl)-1H-benzo[d]imidazol-2-yl)phenyl)acetamide C(C)S(=O)(=O)C1=CC=C(C=C1)CC(=O)NC1=CC=C(C=C1)C1=NC2=C(N1CC1=CC=C(C=C1)C(F)(F)F)C=C(C=C2)C